N1CC(C1)N1CCC(CC1)C=1C=NC(=NC1)N1[C@@H](C=2C=3C=C(N=NC3NC2CC1)C1=C(C=CC=C1)O)C 2-[(3R)-4-[5-[1-(azetidin-3-yl)-4-piperidyl]pyrimidin-2-yl]-3-methyl-4,8,10,11-tetrazatricyclo[7.4.0.02,7]trideca-1(9),2(7),10,12-tetraen-12-yl]phenol